C1(CC1)C1=C(C(=NO1)C1=C(C=CC=C1Cl)Cl)COC1CCN(CC1)C1=CC=C(S1)C#N 5-(4-((5-cyclopropyl-3-(2,6-dichlorophenyl)isoxazol-4-yl)methoxy)piperidin-1-yl)thiophene-2-carbonitrile